N1N=CC(=C1)C1=CC=C(C=C1)NC1=NC(=NC=C1)C1=CC=C2C=C(NC2=C1)C(=O)N(C)CC 6-(4-((4-(1H-pyrazol-4-yl)phenyl)-amino)-pyrimidin-2-yl)-N-ethyl-N-methyl-1H-indole-2-carboxamide